C(C)(C)(C)N(C(C)(C)C)[SiH3] bis(tertiarybutyl)aminosilane